C12(CC(C1)C2)C(=O)N Bicyclo[1.1.1]Pentane-1-Carboxamide